octanyl-silane C(CCCCCCC)[SiH3]